3-[4-[(3-benzylsulfanyl-1,2,4-triazol-1-yl)methyl]phenyl]-5-(trifluoromethyl)-1,2,4-oxadiazole C(C1=CC=CC=C1)SC1=NN(C=N1)CC1=CC=C(C=C1)C1=NOC(=N1)C(F)(F)F